4-chloro-2-(4-(pyrrolidin-3-yl)piperidin-1-yl)benzaldehyde ClC1=CC(=C(C=O)C=C1)N1CCC(CC1)C1CNCC1